3-(6-(3-((tert-butyldimethylsilyl)oxy)propoxy)-1-methyl-1H-indazol-3-yl)piperidine-2,6-dione [Si](C)(C)(C(C)(C)C)OCCCOC1=CC=C2C(=NN(C2=C1)C)C1C(NC(CC1)=O)=O